L-(+)-arabinopyranose OC1[C@H](O)[C@@H](O)[C@@H](O)CO1